FC(C(C=CCC)CC)(F)F 5-(trifluoromethyl)hept-3-ene